N,N-dioleyl-N,N-dimethylammonium chloride [Cl-].C(CCCCCCC\C=C/CCCCCCCC)[N+](C)(C)CCCCCCCC\C=C/CCCCCCCC